N1=CC=CC(=C1)NCC(=O)O Pyridin-5-ylglycine